(E)-3-(4-hydroxy-3-methoxyphenyl)-N-[4-[3-[[(Z)-3-(4-hydroxy-3-methoxyphenyl)prop-2-enoyl]amino]propylamino]butyl]prop-2-enamide OC1=C(C=C(C=C1)/C=C/C(=O)NCCCCNCCCNC(\C=C/C1=CC(=C(C=C1)O)OC)=O)OC